N-((3s,5s,7s)-adamantan-1-yl)-4-bromobutanamide C12(CC3CC(CC(C1)C3)C2)NC(CCCBr)=O